FC=1C=C(C=C(C1)C1=CSC=C1)[C@@H]1N(OCC1)C1=CC(=NC=N1)NC=1C(=CC(=C(C1)NC(C=C)=O)N1CCN(CC1)C)OC (R)-N-(5-((6-(3-(3-fluoro-5-(thiophen-3-yl)phenyl)isoxazolidin-2-yl)pyrimidin-4-yl)amino)-4-methoxy-2-(4-methylpiperazin-1-yl)phenyl)acryl-amide